inden-1-yl-5-(chloromethyl)-1,2,4-oxadiazole C1(C=CC2=CC=CC=C12)C1=NOC(=N1)CCl